6-methoxy-10-methoxymethyl-2-methyl-7-(1-methyl-1H-pyrrol-4-yl)-9,10-dihydro-8-oxa-2,4,10a-triazanaphtho[2,1,8-cde]Azulene-1(2H)-one COC=1C=C2N=CC=3N(C(N4C(COC(=C2C34)C1C=1C=CN(C1)C)COC)=O)C